(R)-2-amino-1-(6,7-dichloro-1,3,4,5-tetrahydro-2H-pyrido[4,3-b]indol-2-yl)-3-hydroxypropan-1-one N[C@@H](C(=O)N1CC2=C(NC=3C(=C(C=CC23)Cl)Cl)CC1)CO